FC(C1(CC1)N1C(C=C(C(=C1)C(=O)OC)NC1[C@@H]2CN(C[C@H]12)C(=O)OC(C)(C)C)=O)F tert-butyl (1R,5S,6s)-6-((1-(1-(difluoromethyl)cyclopropyl)-5-(methoxycarbonyl)-2-oxo-1,2-dihydropyridin-4-yl)amino)-3-azabicyclo[3.1.0]hexane-3-carboxylate